N-[1-[3-(4-cyanopyrazol-1-yl)pyrazin-2-yl]ethyl]-3,5-bis(trifluoromethyl)benzamide C(#N)C=1C=NN(C1)C=1C(=NC=CN1)C(C)NC(C1=CC(=CC(=C1)C(F)(F)F)C(F)(F)F)=O